ClC1=NC(=C2C(=N1)N(N=C2)C2=CC=CC=C2)NCC2=CC=C(C=C2)F 6-chloro-N-(4-fluorobenzyl)-1-phenyl-1H-pyrazolo[3,4-d]pyrimidin-4-amine